C(C)OC(C#CCCCCCC)=O.ClC(C(=O)NC1=CC=C2C=CC=NC2=C1)C1=CC=CC=C1 2-chloro-2-phenyl-N-(quinolin-7-yl)acetamide ETHYL-2-NONYNOATE